COC1=CC=2N(C3=CC=CC=C3SC2C=C1)CCC(=O)O 3-(2-methoxy-10H-phenothiazin-10-yl)propionic acid